C(#N)C1(C(CN(CCC1)C=1C2=C(N=C(N1)OC[C@H]1N(CCCC1)C)C(=C(N=C2)C2=CC=CC1=CC=C(C(=C21)C#C)F)F)N(C(C=C)=O)C)C N-(4-cyano-1-(7-(8-ethynyl-7-fluoronaphthalen-1-yl)-8-fluoro-2-(((S)-1-methylpiperidin-2-yl)methoxy)pyrido[4,3-d]pyrimidin-4-yl)-4-methylazepan-3-yl)-N-methylacrylamide